C1(CC1)C=1N=CC=2C=C3C(=C(C2C1)S(=O)(=O)NCC(C)(C)F)CC(C3)NC=3N=NC(=CC3)OC 3-cyclopropyl-N-(2-fluoro-2-methylpropyl)-7-[(6-methoxypyridazin-3-yl)amino]-7,8-dihydro-6H-cyclopenta[g]isoquinoline-5-sulfonamide